3-butyl-aniline C(CCC)C=1C=C(N)C=CC1